thiophene-2,3-dione S1C(C(C=C1)=O)=O